3'-Methyl-8'-(1,8-naphthyridin-3-yl)spiro[cyclopropane-1,1'-pyrrolo[2,3-c]quinolin]-2'(3'H)-one CN1C(C2(C3=C1C=NC=1C=CC(=CC31)C=3C=NC1=NC=CC=C1C3)CC2)=O